[Cl-].[Cl-].C1=CC=CC1.C1=CC=CC1.[Ti+2] titanium dicyclopentadiene dichloride